ethyl (E)-3-[(6-benzyloxy-4-iodo-3-pyridyl)oxy]but-2-enoate C(C1=CC=CC=C1)OC1=CC(=C(C=N1)O/C(=C/C(=O)OCC)/C)I